benzhydryl (2R)-3-(4-(1-(2,3-bis((tert-butoxycarbonyl)amino)propyl)-1H-pyrazol-4-yl)-3-fluorophenoxy)-2-hydroxypropanoate C(C)(C)(C)OC(=O)NC(CN1N=CC(=C1)C1=C(C=C(OC[C@H](C(=O)OC(C2=CC=CC=C2)C2=CC=CC=C2)O)C=C1)F)CNC(=O)OC(C)(C)C